tri(p-nitrophenyl)phosphine [N+](=O)([O-])C1=CC=C(C=C1)P(C1=CC=C(C=C1)[N+](=O)[O-])C1=CC=C(C=C1)[N+](=O)[O-]